4-chloro-N-((3R,5R)-1-cyclopropyl-5-fluoropiperidin-3-yl)phthalazin-1-amine ClC1=NN=C(C2=CC=CC=C12)N[C@H]1CN(C[C@@H](C1)F)C1CC1